9-(3-fluoro-2-methylphenyl)-2-(2-morpholinylpyrimidin-5-yl)-6,7,8,9-tetrahydrobenzo[4,5]imidazo[1,2-a]pyridin-9-ol FC=1C(=C(C=CC1)C1(CCCC=2N=C3N(C=C(C=C3)C=3C=NC(=NC3)N3CCOCC3)C21)O)C